CN1C(C(=C(C=C1)[O-])NC(N[C@@H](CC(=O)[O-])C1=CC(=CC=C1)CC1=CC(=CC=C1)C(F)(F)F)=O)=O.[Na+].[Na+] sodium (S)-3-(3-(1-methyl-4-oxido-2-oxo-1,2-dihydropyridin-3-yl)ureido)-3-(3-(3-(trifluoro methyl)benzyl)phenyl)propanoate